N-(1-(3-((1-(2,6-dioxopiperidin-3-yl)-2,5-dioxo-2,5-dihydro-1H-pyrrol-3-yl)amino)phenyl)-ethyl)-3-(trifluoromethyl)benzamide O=C1NC(CCC1N1C(C(=CC1=O)NC=1C=C(C=CC1)C(C)NC(C1=CC(=CC=C1)C(F)(F)F)=O)=O)=O